FC=1C=C2C(=CNC2=CC1F)NC(C1=CC(=C(C(=C1)F)OCC(F)(F)F)F)=O N-(5,6-difluoro-1H-indol-3-yl)-3,5-difluoro-4-(2,2,2-trifluoro-ethoxy)benzamide